1-(2-bromoethyl)-3-nitro-1H-pyrazole-5-carboxylic acid ethyl ester C(C)OC(=O)C1=CC(=NN1CCBr)[N+](=O)[O-]